Cl.FC1(CCN(CC1)C1=NC(=CC(=N1)NC(C1=C(C=C(C=C1)NS(=O)(=O)CCO)N1CCC2(CC2)CC1)=O)C)F N-(2-(4,4-difluoropiperidin-1-yl)-6-methylpyrimidin-4-yl)-4-((2-hydroxyethyl)sulfonylamino)-2-(6-azaspiro[2.5]oct-6-yl)benzamide hydrochloride